C(C)O[Si](CCCCC(=O)O)(OCC)OCC 5-(triethoxysilyl)-pentanoic acid